O=S1(CCC=2NC(=CC21)C(=O)O)=O 1,1-dioxo-2H,3H,4H-1lambda6-thieno[3,2-b]pyrrole-5-carboxylic acid